racemic-3-acetyl-8-fluoro-1-(methylamino)-1,3,4,5-tetrahydrobenzo[c][1,7]naphthyridin-6(2H)-one C(C)(=O)N1C[C@@H](C=2C3=C(C(NC2C1)=O)C=C(C=C3)F)NC |r|